(S)-N-(1-(3,4-dichlorophenyl)-2-(dimethylamino)ethyl)-2,2-difluorobenzo[d][1,3]dioxole-5-sulfonamide ClC=1C=C(C=CC1Cl)[C@@H](CN(C)C)NS(=O)(=O)C1=CC2=C(OC(O2)(F)F)C=C1